C1NCC(C12CCCCC2)C(=O)OCC ethyl 2-azaspiro[4.5]decane-4-carboxylate